C(CCCCCN(C(O)=S)CCCCCCCCCCCCCCCCCC)N(C(O)=S)CCCCCCCCCCCCCCCCCC.CSC=1C=C(C(=O)N)C=CC1 3-(methylthio)benzamide hexanediyl-bis(octadecyl-thiocarbamate)